N-((E)-(4-chloro-5-((E)-(phenylimino)methyl)furan-3(2H)-ylidene)methyl)aniline ClC=1\C(\COC1/C=N/C1=CC=CC=C1)=C\NC1=CC=CC=C1